C(C)O[Si](O[Si](OCC)(C)C)(C)C 1,3-diethyloxy-tetramethyldisiloxane